dimethyl-1,4-Butanediol Acrylate C(C=C)(=O)O.CC(CCCO)(O)C